C(CCCCC)[O-].[K+] Kalium hexanolat